N-benzyl-2-((5-(methoxycarbonyl)-2,6-dimethyl-4-(3-nitrophenyl)-1,4-dihydropyridine-3-carbonyl)oxy)-N-methyl-ethane-1-amine oxide C(C1=CC=CC=C1)[N+](CCOC(=O)C1=C(NC(=C(C1C1=CC(=CC=C1)[N+](=O)[O-])C(=O)OC)C)C)(C)[O-]